malonic acid 1,3-diethyl ester trifluoroacetate salt FC(C(=O)O)(F)F.C(C)OC(CC(=O)OCC)=O